1-octadecanoyl-2-(7Z,10Z,13Z,16Z,19Z-docosapentaenoyl)-sn-glycero-3-phosphocholine CCCCCCCCCCCCCCCCCC(=O)OC[C@H](COP(=O)([O-])OCC[N+](C)(C)C)OC(=O)CCCCC/C=C\C/C=C\C/C=C\C/C=C\C/C=C\CC